NC1=C(C=NN1C)CN1CCC(CC1)C=1C=C2CN(C(C2=CC1)=O)C1C(NC(CC1)=O)=O 3-(5-(1-((5-amino-1-methyl-1H-pyrazol-4-yl)methyl)piperidin-4-yl)-1-oxoisoindolin-2-yl)piperidine-2,6-dione